7-(3-(4-fluoro-2,6-dimethylphenoxy)-5-(2-hydroxypropan-2-yl)phenyl)-N,5-dimethyl-4-oxo-4,5-dihydrothieno[3,2-c]pyridine-2-carboxamide FC1=CC(=C(OC=2C=C(C=C(C2)C(C)(C)O)C=2C3=C(C(N(C2)C)=O)C=C(S3)C(=O)NC)C(=C1)C)C